1-tert-butoxy-1,3,3,3-tetramethyldisiloxane C(C)(C)(C)O[SiH](O[Si](C)(C)C)C